COC=1C=C(C=C(C1)OC)C(C(=O)O)(C)C 2-(3,5-dimethoxyphenyl)-2-methylpropanoic acid